The molecule is an organic thiophosphate that is S,S'-methanediyl bis[dihydrogen (phosphorodithioate)] in which all the hydroxy groups have been converted to their corresponding ethyl esters respectively. Ethion is an organophosphate insecticide with inhibitory activity towards the enzyme acetylcholinesterase ( EC 3.1.1.7). It has a role as an EC 3.1.1.7 (acetylcholinesterase) inhibitor, an acaricide, an agrochemical, an insecticide and an environmental contaminant. CCOP(=S)(OCC)SCSP(=S)(OCC)OCC